[N+](=O)([O-])C=1C=C2C=CN(C2=CC1)C1=CC=C(C=C1)C(F)(F)F 5-nitro-1-(4-(trifluoromethyl)phenyl)-1H-indole